COCC(COC([C@@H](N)C)=O)(C)C L-alanine 2-methoxyMethyl-2-methylpropyl ester